C(C)N=S(F)F N-ethyl-difluorosulfimide